(1-((5-bromothiophen-2-yl)sulfonyl)-5-cyclohexylpiperidin-3-yl)(4-(methylsulfonyl)piperazin-1-yl)methanone BrC1=CC=C(S1)S(=O)(=O)N1CC(CC(C1)C1CCCCC1)C(=O)N1CCN(CC1)S(=O)(=O)C